N-(amino(4-(2-hydroxypropan-2-yl)-5-phenylthiophen-2-yl)(oxo)-λ6-sulfaneylidene)-2-(4-(cyclopentylethynyl)-2,6-diisopropylphenyl)acetamide NS(=NC(CC1=C(C=C(C=C1C(C)C)C#CC1CCCC1)C(C)C)=O)(=O)C=1SC(=C(C1)C(C)(C)O)C1=CC=CC=C1